Methyl-tripropoxysilan C[Si](OCCC)(OCCC)OCCC